C(CCCCC(=O)OC(CCCCC)(CC)CC)(=O)OC(CCCCC)(CC)CC di(diethyl hexyl) adipate